2-chloro-4-(nitromethyl)-1,3-thiazole ClC=1SC=C(N1)C[N+](=O)[O-]